(R)-2-(5-ethynyl-6-fluoro-4-(8-fluoro-4-(methyl(piperidin-2-ylmethyl)amino)-2-morpholinopyrido[4,3-d]pyrimidin-7-yl)naphthalen-2-yl)propan-2-ol C(#C)C1=C2C(=CC(=CC2=CC=C1F)C(C)(C)O)C1=C(C=2N=C(N=C(C2C=N1)N(C[C@@H]1NCCCC1)C)N1CCOCC1)F